1H-2-BENZOPYRANE C1OC=CC2=C1C=CC=C2